C(=N/O)(\C(F)(F)F)/N 2,2,2-trifluoro-N'-hydroxyethanimidamide